tert-butyl 3-cyano-3-(hydroxymethyl)piperidine-1-carboxylate C(#N)C1(CN(CCC1)C(=O)OC(C)(C)C)CO